C(CCCCCCC\C=C/CCCC)=O Cis-9-tetradecenal